CC(CCCCC)OC=1SC2=C(N1)C=CC=C2 2-[(1-methylhexyl)oxy]-1,3-benzothiazole